6-bromo-4-fluoro-2-((1r,3r)-3-fluorocyclobutyl)-1-isopropyl-1H-benzo[d]imidazole BrC=1C=C(C2=C(N(C(=N2)C2CC(C2)F)C(C)C)C1)F